L-4-cyanopyridine C(#N)C1=CC=NC=C1